1-(3-buten-1-oxy)-3-(3-butyn-1-oxy)-2-propanol difluorophosphite P(F)(F)OC(COCCC=C)COCCC#C